C(C)C1(CN(CCC1=O)C(=O)OC(C)(C)C)F tert-butyl 3-ethyl-3-fluoro-4-oxopiperidine-1-carboxylate